C1=NC=CC=2C(CCCC12)O 5,6,7,8-tetrahydroisoquinolin-5-ol